((8R,9S,10R)-9-(4'-methyl-[1,1'-biphenyl]-4-yl)-6-(m-tolylsulfonyl)-1,6-diazabicyclo[6.2.0]decan-10-yl)methanol CC1=CC=C(C=C1)C1=CC=C(C=C1)[C@H]1[C@@H]2CN(CCCCN2[C@H]1CO)S(=O)(=O)C=1C=C(C=CC1)C